OC1(CCC(CC1)C1CC12N(CCC(C2)C(=O)N)C(=O)C2=NNC(=C2)C2=NC=NC(=C2)C)C(F)(F)F ((1r,4S)-4-hydroxy-4-(trifluoromethyl)cyclohexyl)-4-(5-(6-methylpyrimidin-4-yl)-1H-pyrazole-3-carbonyl)-4-azaspiro[2.5]octane-7-carboxamide